(S)-6-(1-amino-1,3-dihydrospiro[indene-2,4'-piperidin]-1'-yl)-5-methyl-3-(1-phenylethenyl)-1,5-dihydro-4H-pyrazolo[3,4-d]pyrimidin-4-one N[C@@H]1C2=CC=CC=C2CC12CCN(CC2)C=2N(C(C1=C(N2)NN=C1C(=C)C1=CC=CC=C1)=O)C